C(CCCCCCCCCCCCCCC)C(CCN)N hexadecyl-1,3-propanediamine